2-bromo-4-methoxybutyric acid methyl ester COC(C(CCOC)Br)=O